CC1(CC1)[C@H](CC(=O)O)C=1C=NC=CC1 (3S)-3-(1-methylcyclopropyl)-3-(pyridin-3-yl)propanoic acid